O=C1NC(CCC1C1=NN(C2=CC(=CC=C12)OC1=CC=C(C=C1)CC(=O)O)C)=O 2-[4-[3-(2,6-dioxo-3-piperidyl)-1-methyl-indazol-6-yl]oxyphenyl]acetic acid